tert-butyl N-[(1S)-5-[(6-bromo-3-nitropyridin-2-yl)amino]-2,3-dihydro-1H-inden-1-yl]carbamate BrC1=CC=C(C(=N1)NC=1C=C2CC[C@@H](C2=CC1)NC(OC(C)(C)C)=O)[N+](=O)[O-]